CO[Si](C=C[SiH2]C(NCCC[Si](OC)(OC)OC)NCCC[Si](OC)(OC)OC)(OC)OC 1-Trimethoxysilyl-2-bis(trimethoxysilylpropylamino)methylsilyl-ethylene